(E)-ethyl 5-(4-methoxystyryl)-1,3-diphenyl-1H-pyrazole-4-carboxylate COC1=CC=C(/C=C/C2=C(C(=NN2C2=CC=CC=C2)C2=CC=CC=C2)C(=O)OCC)C=C1